5,6,7,8-tetrahydrophthalazin-1(2H)-one C1(NN=CC=2CCCCC12)=O